ethyl 6-methoxy-2,4-dichloroquinoline-3-carboxylate COC=1C=C2C(=C(C(=NC2=CC1)Cl)C(=O)OCC)Cl